[Si](C)(C)(C(C)(C)C)OC1CC2(N(C=3C=4C(=NC(=C(C4N=C(N3)S(=O)C)F)Cl)OCC2)C)C1 3-((tert-butyldimethylsilyl)oxy)-5'-chloro-4'-fluoro-11'-methyl-2'-(methylsulfinyl)-8',9'-dihydro-11'H-7'-oxa-1',3',6',11'-tetraazaspiro[cyclobutane-1,10'-cycloocta[de]naphthalen]